(S)-1-(3-bromobenzyl)-N-(3-(2-bromophenyl)-1-(methylamino)-1-oxopropan-2-yl)-3-phenyl-1H-pyrazole-5-carboxamide BrC=1C=C(CN2N=C(C=C2C(=O)N[C@H](C(=O)NC)CC2=C(C=CC=C2)Br)C2=CC=CC=C2)C=CC1